BrC=1C(=NC(=NC1)NC1=CC(=C(C=C1OC)N1CCC(CC1)N1CCN(CC1)C(=O)OCC1=CC=CC=C1)CC)NC=1C(=C2N=CC=NC2=CC1)N(S(=O)(=O)C)C benzyl 4-(1-(4-((5-bromo-4-((5-(N-methylmethylsulfonamido) quinoxalin-6-yl)amino)pyrimidin-2-yl)amino)-2-ethyl-5-methoxyphenyl)piperidin-4-yl)piperazine-1-carboxylate